tert-butyl N-[3-[2,6-dimethyl-4-(4,4,5,5-tetramethyl-1,3,2-dioxaborolan-2-yl)phenyl]-2,4-dioxo-spiro[5.5]undecan-9-yl]carbamate CC1=C(C(=CC(=C1)B1OC(C(O1)(C)C)(C)C)C)C1C(CC2(CC1=O)CCC(CC2)NC(OC(C)(C)C)=O)=O